C(C1=CC=CC=C1)C1=C(C(=O)N2CCN(CC2)C2=C(C=CC=C2)N(S(=O)(=O)C=2C=CC3=C(C(=C(O3)C(=O)O)C)C2)CCC2=CC=CC=C2)C=CC=C1 5-(N-(2-(4-(2-benzylbenzoyl)piperazin-1-yl)phenyl)-N-phenethylsulfamoyl)3-methylbenzofuran-2-carboxylic acid